tert-butyl 4-[6-(4-morpholinopyrido[3,2-d]pyrimidin-2-yl)-2-pyridyl]piperidine-1-carboxylate O1CCN(CC1)C=1C2=C(N=C(N1)C1=CC=CC(=N1)C1CCN(CC1)C(=O)OC(C)(C)C)C=CC=N2